C(CC)(=O)NCB(O)O PROPIONAMIDOMETHYLBORONIC ACID